CC1=CC(=NC=C1OC1=CC(=C2C(=N1)N(C=N2)C)NC2=NC=C(C=C2)C(=O)N2CCN(CC2)C(C)C)C#N 4-methyl-5-[3-methyl-7-[[5-(4-prop-2-ylpiperazine-1-carbonyl)pyridin-2-yl]amino]imidazo[4,5-b]pyridin-5-yl]oxypyridine-2-carbonitrile